7-bromo-6-methyl-1,2,3,4-tetrahydroisoquinoline BrC1=C(C=C2CCNCC2=C1)C